C(C)OC(=O)C=1N(C2=C(C=CC=C2C1)C1=C2N(N=C1C=O)CCC2)C 7-(2-formyl-5,6-dihydro-4H-pyrrolo[1,2-b]pyrazol-3-yl)-1-methyl-1H-indole-2-carboxylic acid ethyl ester